CC1=CC=2N(N=C1N1CC=3C=C(C=NC3CC1)C1=CN(C(C=C1)=O)C)C(C=CN2)=O 8-methyl-7-(3-(1-methyl-6-oxo-1,6-dihydropyridin-3-yl)-7,8-dihydro-1,6-naphthyridin-6(5H)-yl)-4H-pyrimido[1,2-b]pyridazin-4-one